5-(2-methoxyphenyl)-N-(5-(1-(tetrahydro-2H-pyran-2-yl)-1H-pyrazol-5-yl)thiazolo[5,4-b]pyridin-2-yl)pyridazine-4-carboxamide COC1=C(C=CC=C1)C=1C(=CN=NC1)C(=O)NC=1SC2=NC(=CC=C2N1)C1=CC=NN1C1OCCCC1